2-butyl-1,3-diazaspiro[4.4]nona-1-en-4-one C(CCC)C1=NC2(C(N1)=O)CCCC2